4-[[6-(1-trityl-benzimidazol-5-yl)oxypyridazin-3-yl]methyl]morpholine tin [Sn].C(C1=CC=CC=C1)(C1=CC=CC=C1)(C1=CC=CC=C1)N1C=NC2=C1C=CC(=C2)OC2=CC=C(N=N2)CN2CCOCC2